methyl 5-methyl-1-phenyl-2-(piperidin-1-yl)-1H-pyrrole-3-carboxylate CC1=CC(=C(N1C1=CC=CC=C1)N1CCCCC1)C(=O)OC